BrC1=CC=C(C=C1)OC1=C2C(C=C(OC2=CC=C1)C(=O)NN[C@H](CC1=CNC2=CC=CC=C12)C(=O)O)=O (5-((4-bromophenyl)oxy)-4-oxo-4H-chromene-2-carbonylamino)-D-tryptophan